C(C)(=O)C1=CN(C2=CC=C(C=C12)C1=NN(C=C1)C)CC(=O)N(C(C)C)CC(=O)NCC1=C(C(=CC=C1)Cl)F 2-(3-acetyl-5-(1-methyl-1H-pyrazol-3-yl)-1H-indol-1-yl)-N-(2-((3-chloro-2-fluorophenylmethyl)amino)-2-oxoethyl)-N-isopropylacetamide